CC1=C(C(CC=C1)(C)C)/C=C/C(=O)C Dehydro-β-ionone